piperazin-1-yl(7-(trifluoromethyl)-2,3-dihydrobenzo[f][1,4]thiazepin-4(5H)-yl)methanone hydrochloride Cl.N1(CCNCC1)C(=O)N1CCSC2=C(C1)C=C(C=C2)C(F)(F)F